ClC1=CC=C(C=C1)C=1C=C(C(N(N1)C1=CC(=CC=C1)F)=O)C(=O)NCC(O)C1CC1 6-(4-chlorophenyl)-N-(2-cyclopropyl-2-hydroxyethyl)-2-(3-fluorophenyl)-3-oxo-2,3-dihydropyridazine-4-carboxamide